2,4-dichloro-6-(4-methoxypyridin-2-yl)-1,3,5-triazine ClC1=NC(=NC(=N1)Cl)C1=NC=CC(=C1)OC